N1(CCOCC1)[C@H](C(=O)O)C (2S)-2-(morpholin-4-yl)propionic acid